2-(2-aminopyridin-3-yl)-3-(4-(hydroxymethyl)phenyl)-N-methyl-3H-imidazo[4,5-b]pyridine-5-carboxamide NC1=NC=CC=C1C1=NC=2C(=NC(=CC2)C(=O)NC)N1C1=CC=C(C=C1)CO